O1[C-]=NC(C1)=O Oxazolidon